1-phenyl-1H-pyrazol-5(4H)-one C1(=CC=CC=C1)N1N=CCC1=O